tert-butyl 3-{[trans-2-{[2-(2,4-dimethoxypyridin-3-yl)-1-methylpyrrolo[2,3-c]pyridin-5-yl] carbamoyl} cyclopropyl] methyl}-3,6-diazabicyclo[3.1.1]heptane-6-carboxylate COC1=NC=CC(=C1C1=CC=2C(=CN=C(C2)NC(=O)[C@H]2[C@@H](C2)CN2CC3N(C(C2)C3)C(=O)OC(C)(C)C)N1C)OC